C(C)(C)(C)OC(=O)N1C(CCCC1)CC(=O)O 2-(1-(tert-butoxycarbonyl)2-piperidinyl)acetic acid